CC1(CCC=2C1=NC1=C(C2NC(=O)N=[S@](=O)(N)C2=C(N=C(S2)C(CO)(CO)O)CO)CCC1)C (R)-N'-((3,3-dimethyl-1,2,3,5,6,7-hexahydrodicyclopenta[b,e]pyridin-8-yl)carbamoyl)-4-(hydroxymethyl)-2-(1,2,3-trihydroxypropan-2-yl)-thiazole-5-sulfonimidamide